3,4-dimethoxy-5-ethoxyphenethylamine COC=1C=C(CCN)C=C(C1OC)OCC